(S)-N-(2-(1-cyclopropyl-2-hydroxy-2-methylpropyl)-3-oxoisoindolin-4-yl)-2,3-dimethoxyisonicotinamide C1(CC1)[C@@H](C(C)(C)O)N1CC2=CC=CC(=C2C1=O)NC(C1=C(C(=NC=C1)OC)OC)=O